6-((1-(tetrahydro-2H-pyran-2-yl)-1H-pyrazol-3-yl)sulfonyl)phthalazin-1(2H)-one O1C(CCCC1)N1N=C(C=C1)S(=O)(=O)C=1C=C2C=NNC(C2=CC1)=O